N-(2-(5-Cyano-2-(trifluoromethyl)phenyl)-1H-pyrrolo[2,3-b]pyridin-6-yl)-2-oxo-2-(pyrrolidin-1-yl)acetamide C(#N)C=1C=CC(=C(C1)C1=CC=2C(=NC(=CC2)NC(C(N2CCCC2)=O)=O)N1)C(F)(F)F